8-hydroxy-3-(3,4-dimethoxybenzyl)-naphtho[2,3-d]isoxazole-4,9-dione OC=1C=2C(C3=C(C(=NO3)CC3=CC(=C(C=C3)OC)OC)C(C2C=CC1)=O)=O